O[C@H]1[C@@H](CCCC1)N1C(C2=CC(=C(C(=C2C1)C)C)CC=1C=NC(=CC1)C=1C=NN(C1)C)=O (trans-2-hydroxycyclohexyl)-4,5-dimethyl-6-((6-(1-methyl-1H-pyrazol-4-yl)pyridin-3-yl)methyl)isoindolin-1-one